(S)-1'-((S)-3-amino-2-hydroxypropan-oyl)-5,6-dichlorospiro[indoline-3,3'-pyrrolidin]-2-one NC[C@@H](C(=O)N1C[C@@]2(CC1)C(NC1=CC(=C(C=C12)Cl)Cl)=O)O